C(N)(=O)N1C=NC2=C1C=CC=C2 carbamoyl-1H-benzo[d]imidazol